COCC(C(N1CCN(CC1)C1=CC(=CC=C1)OC(F)(F)F)=O)CC(=O)N (3-methoxy-1-oxo-1-(4-(3-(trifluoromethoxy)phenyl)piperazin-1-yl)propan-2-yl)acetamide